O=C1NC(CCC1C1=C(C=C(C=C1F)N1CCN(CC1)CC1(CC2(C1)CCN(CC2)C(=O)OC(C)(C)C)F)F)=O tert-butyl 2-((4-(4-(2,6-dioxopiperidin-3-yl)-3,5-difluorophenyl)piperazin-1-yl)methyl)-2-fluoro-7-azaspiro[3.5]nonane-7-carboxylate